P(=O)(O)(O)O.C[SiH](CCOC)C.C[SiH](CCOC)C.C[SiH](CCOC)C tri(dimethyl-(methoxyethyl)silane) phosphate